2-(3-((2-((4-(4-cyclobutylpiperidin-1-yl)-3-methoxyphenyl)amino)-5-methylthieno[2,3-d]pyrimidine-4-yl)amino)phenyl)propan-2-ol C1(CCC1)C1CCN(CC1)C1=C(C=C(C=C1)NC=1N=C(C2=C(N1)SC=C2C)NC=2C=C(C=CC2)C(C)(C)O)OC